2-(tert-butoxycarbonylamino)-5-[(2,2-difluoro-5-prop-2-ynoxy-pentyl)amino]-4-(2,3,6-trifluorophenyl)hexanoic acid C(C)(C)(C)OC(=O)NC(C(=O)O)CC(C(C)NCC(CCCOCC#C)(F)F)C1=C(C(=CC=C1F)F)F